C(CCC)C1(CS(C2=C(N(C1)C1=CC=CC=C1)C=C(C(=C2)C(=O)OC)OC)(=O)=O)CCCC Methyl 3,3-dibutyl-7-methoxy-5-phenyl-2,3,4,5-tetrahydro-1,5-benzothiazepine-8-carboxylate 1,1-dioxide